BrC1=CC(=NC(=C1)Br)C(=O)OC.OC(CN(CCN(CCN(CC(C)O)CC(C)O)CC(C)O)CC(C)O)C N,N,N',N'',N''-pentakis(2-hydroxypropyl) diethylene-triamine methyl 4,6-dibromopyridineformate